2-fluorophenyl-1-methyl-2-oxo-2,5-dihydro-1H-pyrrole-3-carboxamide FC1=C(C=CC=C1)C1=C(C(N(C1)C)=O)C(=O)N